ClC=1C=C(C=C(C1OCCCCl)Cl)C1(COC1)C1=CC=C(OCC(CN(C(OC(C)(C)C)=O)S(=O)(=O)C)=C)C=C1 tert-Butyl (2-((4-(3-(3,5-dichloro-4-(3-chloropropoxy)phenyl)oxetan-3-yl)phenoxy)methyl) allyl)(methylsulfonyl)carbamate